FC1=CC=C(CNCCN2CCCC2)C=C1 N-(4-Fluorobenzyl)-2-(pyrrolidin-1-yl)ethane-1-amine